FC1=C(C=C(C(=C1)C)C=1C=C(C=2N(C1)C=CN2)N2CCOCC2)NC(=O)C=2C=NC=C(C2)C(F)(F)F N-{2-fluoro-4-methyl-5-[8-(morpholin-4-yl)imidazo[1,2-a]pyridin-6-yl]phenyl}-5-(trifluoromethyl)pyridine-3-carboxamide